[N+](=O)([O-])C1=C(C=CC=C1)N1C[C@H](CCC1)C(=O)O (S)-1-(2-NITROPHENYL)PIPERIDINE-3-CARBOXYLIC ACID